2-amino-4-fluorobenzene-1-carbaldehyde NC1=C(C=CC(=C1)F)C=O